BrC=1C=C(C=C(C1)I)C[C@@H](C(=O)OC)NC(=O)OCC[Si](C)(C)C methyl (S)-3-(3-bromo-5-iodophenyl)-2-(((2-(trimethylsilyl)ethoxy)carbonyl)amino)propanoate